C(C)(=O)N1CCN(CC1)C1=CC=C(C=C1)NC1=NC=C(C(=N1)NC1=CC(=CC=C1)OC)C(=O)N 2-(4-(4-acetylpiperazin-1-yl)phenylamino)-4-(3-methoxyphenyl-amino)pyrimidine-5-carboxamide